amino-3-(5-chloro-benzoxazol-2-yl)coumarin NC1=C(C(OC2=CC=CC=C12)=O)C=1OC2=C(N1)C=C(C=C2)Cl